[C@H]12N(CCN[C@@H]2CC1)C=1C=CC(=NC1F)C(=O)NC 5-((1S,6R)-2,5-diazabicyclo[4.2.0]oct-2-yl)-6-fluoro-N-methylpicolinamide